3-(3-hydroxypropoxy)-1-propanol OCCCOCCCO